C(CCCCCCCCCCCCCCCC)(=O)Cl margaric acid chloride